SCCC(=O)OCC#C propargyl 3-mercaptopropionate